BrC1=NC=C(C(=C1)OC=1C(=NC(=NC1)N)NC)C(C)C 5-((2-bromo-5-iso-propyl-pyridin-4-yl)oxy)-N4-methyl-pyrimidine-2,4-diamine